5-hydroxy-6-(4-((1-methyl-1H-pyrazol-4-yl)ethynyl)phenethyl)pyrimidin-4(3H)-one OC=1C(NC=NC1CCC1=CC=C(C=C1)C#CC=1C=NN(C1)C)=O